(3R,R)-3-({2-[4-(S-methylsulfonimidoyl)phenyl][1,2,4]triazolo[1,5-c]quinazolin-5-yl}amino)azepan-2-one C[S@](=O)(=N)C1=CC=C(C=C1)C1=NN2C(=NC=3C=CC=CC3C2=N1)N[C@H]1C(NCCCC1)=O